OCC1N(CCCCC1)C(=O)OC(C)(C)C tert-butyl 2-(hydroxymethyl)azepane-1-carboxylate